NC1=C2C(=NC=N1)N(N=C2C2=C(C(=C(C=C2)OC)F)F)C(C)C2=NC1=C(C=CC(=C1C(N2C2=CC=CC=C2)=O)F)F 2-(1-(4-amino-3-(2,3-difluoro-4-methoxyphenyl)-1H-pyrazolo[3,4-d]pyrimidin-1-yl)ethyl)-5,8-difluoro-3-phenylquinazolin-4(3H)-one